1-(5-(aminomethyl)thiophen-2-yl)-2-((8-(dimethylamino)-2-methyl-6-(trifluoromethyl)quinazolin-4-yl)thio)ethan-1-one hydrochloride Cl.NCC1=CC=C(S1)C(CSC1=NC(=NC2=C(C=C(C=C12)C(F)(F)F)N(C)C)C)=O